Cl.C(=O)Cl Formyl chloride hydrochloride